CC1(N(CC2=C1NN=C2NC2=NC(=NC=C2)NCC)C(=O)N2[C@H](CN(C(C2)(C)C)C)C)C N4-(6,6-dimethyl-5-{[(2S)-2,4,5,5-tetramethylpiperazin-1-yl]carbonyl}-1,4,5,6-tetrahydropyrrolo[3,4-c]pyrazol-3-yl)-N2-ethylpyrimidine-2,4-diamine